(4R)-3,3-difluoro-1-[4-({8-[(2R,3S)-3-(methanesulfonyl-methyl)-2-methylazetidin-1-yl]-5-(propan-2-yl)-2,7-naphthyridin-3-yl}amino)pyrimidin-2-yl]-4-methyl-piperidin-4-ol FC1(CN(CC[C@]1(O)C)C1=NC=CC(=N1)NC=1N=CC2=C(N=CC(=C2C1)C(C)C)N1[C@@H]([C@H](C1)CS(=O)(=O)C)C)F